3,3'-thiobis(2-((1-mercaptopropane-2-yl)thio)propane-1-thiol) S(CC(CS)SC(CS)C)CC(CS)SC(CS)C